(but-3-yn-1-yl)-carbamic acid tert-butyl ester C(C)(C)(C)OC(NCCC#C)=O